C1(=CC=CC=C1)S(=O)(=O)OC1=CC=C(C=C1)NC(=O)NC1=CC=C(C=C1)OS(=O)(=O)C1=CC=C(C)C=C1 N-[4-(benzenesulfonyloxy)phenyl]-N'-[4-(p-toluenesulfonyloxy)phenyl]urea